C1(CCCCC1)S(=O)(=O)C(=[N+]=[N-])C(C)(C)C cyclohexylsulfonyl-1,1-dimethylethyl-Diazomethane